C(#CC1=CC=C(C=C1)O)C1=CC=C(C=C1)O 4,4'-(acetylene-1,2-diyl)diphenol